(R)-4-(2-((5-methoxy-7-methyl-1H-indol-4-yl)methyl)-2-azaspiro[3.4]octan-1-yl)benzoic acid COC=1C(=C2C=CNC2=C(C1)C)CN1[C@@H](C2(C1)CCCC2)C2=CC=C(C(=O)O)C=C2